C(C)(C)N1N=C(C(=C1C)O)C1=CC(=CC=C1)C(F)(F)F 1-isopropyl-3-(3-(trifluoromethyl)phenyl)-5-methyl-pyrazol-4-ol